6-[1-(2,2-difluoroethyl)-1H-pyrazolo[3,4-b]pyrazin-6-yl]-2-[3-(trifluoromethyl)pyridin-4-yl]-2,6-diazaspiro[3.5]nonane FC(CN1N=CC=2C1=NC(=CN2)N2CC1(CN(C1)C1=C(C=NC=C1)C(F)(F)F)CCC2)F